4-[(3S)-3-amino-3-methylpyrrolidin-1-yl]-5-(3,5-difluorophenyl)-6-methoxy-N-[(2S)-1,1,1-trifluoropropan-2-yl]pyridine-3-carboxamide N[C@@]1(CN(CC1)C1=C(C=NC(=C1C1=CC(=CC(=C1)F)F)OC)C(=O)N[C@H](C(F)(F)F)C)C